(4-((3-(4-(difluoromethoxy)phenyl)imidazo[1,2-a]pyrazin-8-yl)amino)-2-methylphenyl)methanone FC(OC1=CC=C(C=C1)C1=CN=C2N1C=CN=C2NC2=CC(=C(C=C2)C=O)C)F